(2S)-2-(allyloxycarbonylamino)-5-[2-[2-[2-[2-[4-(4-methoxyphenyl)butanoylamino]ethoxy]ethoxy]ethoxy]ethylamino]-5-oxo-pentanoic acid C(C=C)OC(=O)N[C@H](C(=O)O)CCC(=O)NCCOCCOCCOCCNC(CCCC1=CC=C(C=C1)OC)=O